1-(4-(trifluoromethyl)pyridin-2-yl)piperazine hydrochlorid Cl.FC(C1=CC(=NC=C1)N1CCNCC1)(F)F